C(C)(C)C1=NC(=CC(=C1NC(=O)NS(=O)(=O)C=1C=NN2C1OCCC2)C(C)C)OC(F)(F)F N-((2,4-diisopropyl-6-(trifluoromethoxy)pyridin-3-yl)carbamoyl)-6,7-dihydro-5H-pyrazolo[5,1-b][1,3]oxazine-3-sulfonamide